4-{5-cyano-3-[(3,5-difluorophenyl)methoxy]pyridin-2-yl}-N-(3-methanesulfonamidophenyl)-5-methylthiophene-2-carboxamide C(#N)C=1C=C(C(=NC1)C=1C=C(SC1C)C(=O)NC1=CC(=CC=C1)NS(=O)(=O)C)OCC1=CC(=CC(=C1)F)F